C(C)OCN(C1=NC(=NC(=N1)N(COCC)COCC)N(COCC)COCC)COCC hexakis(ethoxymethyl)melamine